C(CC)S(=O)(=O)OC1=C(C=NN1C)C(=O)C=1C=CC2=C(C(CS2(=O)=O)(C)C)C1C 1-Methyl-4-[(3,3,4-trimethyl-1,1-dioxido-2,3-dihydro-1-benzothiophen-5-yl) carbonyl]-1H-pyrazol-5-yl propan-1-sulfonate